C1(=CC=CC=C1)C(C1=CC=CC=C1)=NC=1C=C2C=C(C(=C(C2=C(C1)B1OC(C(O1)(C)C)(C)C)OC([2H])([2H])[2H])C#N)F 6-((Diphenylmethylene)amino)-3-fluoro-1-(methoxy-d3)-8-(4,4,5,5-tetramethyl-1,3,2-dioxaborolan-2-yl)-2-naphthonitrile